[Na+].N1=CC=C(C=C1)C=1SC(=CN1)C1=CC=C(OCCCS(=O)(=O)[O-])C=C1 3-(4-(2-(pyridin-4-yl)thiazol-5-yl)phenoxy)propane-1-sulfonate sodium salt